C(C)(C)(C)OC(=O)N1S(OC[C@@H]1COC)(=O)=O (S)-4-(methoxymethyl)-1,2,3-oxathiazolidine-3-carboxylic acid tert-butyl ester 2,2-dioxide